FC1([C@@H]([C@@H](CN(C1)C1=NC=CC(=N1)NC=1N=CC2=C(C=CC(=C2C1)C(C)C)N1[C@@H]([C@H](C1)CS(=O)(=O)C)C)O)OC)F (3R,4R)-5,5-difluoro-1-[4-({8-[(2R,3S)-3-(methanesulfonyl-methyl)-2-methylazetidin-1-yl]-5-(propan-2-yl)isoquinolin-3-yl}amino)pyrimidin-2-yl]-4-methoxy-piperidin-3-ol